[Cl-].[Cl-].C1(=CC=CC2=CC=CC=C12)C(=[Zr+2](C1=C(C(=CC=2C3=CC(=C(C=C3CC12)C1=CC=CC=C1)C(C)(C)C)C(C)(C)C)C1=CC=CC=C1)C1C=CC=C1)C1=CC(=CC=C1)C(F)(F)F naphthyl(m-trifluoromethyl-phenyl)methylene(cyclopentadienyl)(2,7-diphenyl-3,6-di-tert-butylfluorenyl)zirconium dichloride